L-α-ethylnorvaline C(C)[C@](N)(CCC)C(=O)O